BrC1=CC=CC2=CC=CC=C12 1-bromo-naphthaline